COC(=O)C1=NC=C(N=C1)C(F)(F)C1=CC(=NC(=C1)Cl)Cl 5-[(2,6-dichloro-4-pyridinyl)-difluoro-methyl]pyrazine-2-carboxylic acid methyl ester